S1C(=NC2=C1C=CC=C2)C(=O)[C@H](CCCNC(=N)N)NC([C@H](CC(C)C)NC([C@@H](CC2=CNC1=CC=CC=C21)NC(C)=O)=O)=O N-[(S)-1-[(1,3-benzothiazol-2-yl)carbonyl]-4-guanidinobutyl](S)-2-[(R)-2-acetylamino-3-(3-indolyl)propionylamino]-4-methylvaleramide